(S)-1-(tert-butoxycarbonyl)-4-methylenepyrrolidine-2-carboxylic acid C(C)(C)(C)OC(=O)N1[C@@H](CC(C1)=C)C(=O)O